FC(C1=NN=C(O1)C1=CC=C(CC2C(C=CC3=CC=CC=C23)=O)C=C1)F 1-(4-(5-(difluoromethyl)-1,3,4-oxadiazol-2-yl)benzyl)naphthalen-2(1H)-one